C(C)(C)(C)C1=CC(=CC(=C1)I)C(C)(C)C 1,3-di-tert-butyl-5-iodobenzene